5-methyl-4-phenyl-4,5-dihydro-1H-pyrazole CC1C(C=NN1)C1=CC=CC=C1